FC1=CC=C(C=C1)SC=1C=C(N(C)C)C=C(C1)I 3-((4-fluorophenyl)thio)-5-iodo-N,N-dimethylaniline